C(CCCCCCCC)(=O)OCCCCCCCCCCCCCCCCCCCCCCCCCCCC n-octacosyl pelargonate